C1(=CC=CC2=CC=CC=C12)N(C=1CC(C(=CC1)C1=CC=C(N(C2=CC=CC=C2)C2=CC=CC3=CC=CC=C23)C=C1)(C)C)C1=CC=CC=C1 N,N'-bis(naphthalen-1-yl)-N,N'-bis(phenyl)-2,2-dimethylbenzidine